methyl-(tert-butoxycarbonyl)-L-serine CN([C@@H](CO)C(=O)O)C(=O)OC(C)(C)C